(4-fluoro-2-isocyanatophenyl)(phenyl)methanone FC1=CC(=C(C=C1)C(=O)C1=CC=CC=C1)N=C=O